FC=1C(=C(C=C(C1)F)CN)OC1CCOCC1 (3,5-difluoro-2-((tetrahydro-2H-pyran-4-yl)oxy)phenyl)methylamine